N-(20-amino-3,6,9,12,15,18-hexaoxaicosyl)-2-(7-phenyl-2,7-diazaspiro[4.4]nonan-2-yl)isonicotinamide NCCOCCOCCOCCOCCOCCOCCNC(C1=CC(=NC=C1)N1CC2(CC1)CN(CC2)C2=CC=CC=C2)=O